ClC=1C(=NC=C(C1)Cl)N1C(SC2=C1C=C(C=C2)O)=O 3-(3,5-dichloropyridin-2-yl)-5-hydroxybenzothiazol-2(3H)-one